FC(C1=CC=2NC([C@H]3N(C2N=C1)CCNC3)=O)(F)F (S)-3-(trifluoromethyl)-7,8,9,10-tetrahydro-5H-pyrazino[1,2-a]pyrido[3,2-e]pyrazin-6(6aH)-one